ClC1=CC(=C(CN2CCC3(CCN(C3)C(=O)OC(C)(C)C)CC2)C=C1)N1CCC(CC1)F tert-butyl 8-(4-chloro-2-(4-fluoropiperidin-1-yl) benzyl)-2,8-diazaspiro[4.5]decane-2-carboxylate